ClC1=CC(=C(C=C1)C1(OC2=C(O1)C=CC=C2C2CCN(CC2)CC=2N(C(=CN2)/C=C/C(=O)O)CCN(S(=O)(=O)C)C)C)F (E)-3-(2-((4-(2-(4-chloro-2-fluorophenyl)-2-methylbenzo[d][1,3]dioxol-4-yl)piperidin-1-yl)methyl)-1-(2-(N-methylmethylsulfonamido)ethyl)-1H-imidazol-5-yl)acrylic acid